[Si](C1=CC=CC=C1)(C1=CC=CC=C1)(C(C)(C)C)OC[C@H]1[C@@H]([C@H]([C@@H](O1)C(OC)OC)O)NC1=NC(=NC(=C1[N+](=O)[O-])Cl)SCCC (2R,3R,4R,5R)-5-(((tert-butyldiphenylsilyl)oxy)methyl)-4-((6-chloro-5-nitro-2-(propylthio)pyrimidin-4-yl)amino)-2-(dimethoxymethyl)tetrahydrofuran-3-ol